N-[2-chloro-3-[(1-methyltetrazol-5-yl)carbamoyl]-6-(difluoromethoxy)phenyl]Tetrahydropyran-4-carboxamide ClC1=C(C(=CC=C1C(NC1=NN=NN1C)=O)OC(F)F)NC(=O)C1CCOCC1